P1(=O)(OCO1)[O-] Methylene Phosphat